N1=CC=C(C=C1)CC#N 2-(pyridin-4-yl)acetonitrile